ClC1=NC=C(C(=N1)OCC(=O)OC)C1=CCN(CC1)C(=O)OC(C)(C)C Tert-butyl 4-(2-chloro-4-(2-methoxy-2-oxoethoxy)pyrimidin-5-yl)-5,6-dihydropyridine-1(2H)-carboxylate